C(C)OC=1C=C(C=C(C1S(=O)C)OCC)C1(OCCO1)C 2-[3,5-diethoxy-4-(methanesulfinyl)phenyl]-2-methyl-1,3-dioxolane